CC1=CC(=NN1CC(=O)N1CCC(CC1)C1=CC(=NC=C1)C(=O)NC1CCCC2=CC=CC=C12)C(F)(F)F 4-[1-[2-[5-methyl-3-(trifluoromethyl)pyrazol-1-yl]acetyl]-4-piperidinyl]-N-tetrahydronaphthalen-1-yl-pyridine-2-carboxamide